thiooxalic acid C(C(=O)O)(=S)O